6-(trifluoromethyl)-1,2-dihydropyridine-3-carbonitrile FC(C1=CC=C(CN1)C#N)(F)F